C1=CC=CC=2C3=CC=CC=C3N(C12)CCCCCCN1CCN(CC1)C(C)=O (4-(6-(9H-carbazol-9-yl)hexyl)piperazin-1-yl)ethanone